N-(1-3'-methoxyphenoxyprop-2-yl)-4-chlorophenylacetamidine COC=1C=C(OCC(C)NC(CC2=CC=C(C=C2)Cl)=N)C=CC1